ClC=1C=CC(=C(C1)C1=CC=C2C(=CN=NC2=C1)NCC1=C(C=C(C=C1)OC)OC)OC(C)(F)F 7-[5-chloro-2-(1,1-difluoroethoxy)phenyl]-N-[(2,4-dimethoxyphenyl)methyl]Cinnolin-4-amine